ClC=1C=C(C=CC1)N1CCN(CC1)C(CCC(CN1CCOCC1)=O)=O 1-[4-(3-chlorophenyl)piperazin-1-yl]-5-morpholino-pentane-1,4-dione